4-{[6-(5-chloro-2-fluorophenyl)pyridazin-4-yl]amino}-N-[2-(4-methylpiperazin-1-yl)ethyl]-1H-pyrrolo[2,3-b]pyridine-2-carboxamide ClC=1C=CC(=C(C1)C1=CC(=CN=N1)NC1=C2C(=NC=C1)NC(=C2)C(=O)NCCN2CCN(CC2)C)F